2-Chloro-7-iodo-3-isopropylimidazo[2,1-f][1,2,4]triazin-4(3H)-one ClC1=NN2C(C(N1C(C)C)=O)=NC=C2I